BrC1=C(C=C(OC2CCC(CC2)C=O)C=C1)C (1r,4r)-4-(4-bromo-3-methylphenoxy)cyclohexane-1-carbaldehyde